1,3,5-triethylcyclotrisiloxane CC[Si]1O[Si](O[Si](O1)CC)CC